myristoyl-sarcosinic acid C(CCCCCCCCCCCCC)(=O)N(C)CC(=O)O